2,4-dichloro-[1,1-biphenyl]-3-carbonitrile ClC1=C(C=CC(=C1C#N)Cl)C1=CC=CC=C1